(2S,5'S)-N-(4-chloro-2-fluoro-benzyl)-5'-fluoro-6',7'-dihydro-5'H-spiro[oxirane-2,8'-quinoline]-5'-carboxamide ClC1=CC(=C(CNC(=O)[C@]2(C=3C=CC=NC3[C@]3(CC2)OC3)F)C=C1)F